(2-chlorophenyl)-1-(((1-hydroxycyclopropyl)methyl)amino)-6-(trifluoromethyl)-3H-pyrido[1,2-c]pyrimidin-3-one ClC1=C(C=CC=C1)C1=C2N(C(=NC1=O)NCC1(CC1)O)C=CC(=C2)C(F)(F)F